(tert-butylimino)tris(diethylamino)niobium C(C)(C)(C)N=[Nb](N(CC)CC)(N(CC)CC)N(CC)CC